6-tert-butyl-5-(3,4-dichlorophenyl)-4-phenoxythieno[2,3-d]pyrimidine C(C)(C)(C)C1=C(C2=C(N=CN=C2OC2=CC=CC=C2)S1)C1=CC(=C(C=C1)Cl)Cl